6-(3-Fluorophenyl)pyrido[3,2-d]pyrimidin-4-amine FC=1C=C(C=CC1)C=1C=CC=2N=CN=C(C2N1)N